(2R,3S)-2-Amino-3-hydroxy-4-methyl-N-[3-methyl-4-(2-methyl-1H-pyrrolo[2,3-b]pyridin-4-yl)phenyl]pentanamide N[C@@H](C(=O)NC1=CC(=C(C=C1)C1=C2C(=NC=C1)NC(=C2)C)C)[C@H](C(C)C)O